2-chloro-4-((2-cyanobenzyl)amino)pyrimidin-5-carboxamide ClC1=NC=C(C(=N1)NCC1=C(C=CC=C1)C#N)C(=O)N